2-(methylthio)-6-oxo-1,6-dihydropyrimidine-5-carboxamide CSC=1NC(C(=CN1)C(=O)N)=O